pentalene-4-carboxylic acid ((R)-2,2-dimethyl-1-pyridin-2-yl-propyl)-amide CC([C@H](C1=NC=CC=C1)NC(=O)C=1C2=CC=CC2=CC1)(C)C